BrC=1C=NN(C1C)[C@H]1CN(CC1)C(=O)OC(C)(C)C tert-Butyl (3R)-3-(4-Bromo-5-methylpyrazol-1-yl)pyrrolidine-1-carboxylate